(R)-2-(N-(4-amino-5-benzoyl-thiazol-2-yl)-4-fluoro-anilino)propanamide NC=1N=C(SC1C(C1=CC=CC=C1)=O)N(C1=CC=C(C=C1)F)[C@@H](C(=O)N)C